(3-((2-fluoro-4-((trimethylsilyl)ethynyl)phenyl)amino)pyridin-4-yl)dimethylphosphine oxide FC1=C(C=CC(=C1)C#C[Si](C)(C)C)NC=1C=NC=CC1P(C)(C)=O